O1CCOC2=C1C=CC(=C2)[C@@H]2N(CC[C@H]2NC(C(C)(F)F)=O)CC2=CC(=CC=C2)OC |r| N-[rac-(2S,3R)-2-(2,3-Dihydro-[1,4]benzodioxin-6-yl)-1-[(3-methoxyphenyl)-methyl]-pyrrolidin-3-yl]-2,2-difluoro-propionamide